P(OCC(C1=C(C=C(C=C1C)C(C)(C)C)C(C)(C)C)C1=C(C=C(C=C1C)C(C)(C)C)C(C)(C)C)([O-])[O-] bis[2,4-bis(1,1-dimethylethyl)-6-methylphenyl]ethyl phosphite